1-{[2-(2,6-dioxopiperidin-3-yl)-1,3-dioxoisoindol-4-yl]amino}-3,6,9,12-tetraoxapentadecan-15-oic acid O=C1NC(CCC1N1C(C2=CC=CC(=C2C1=O)NCCOCCOCCOCCOCCC(=O)O)=O)=O